2-((6-(1H-pyrazol-1-yl)pyrimidin-4-yl)amino)-4-((2-fluoro-3-methoxypropyl)(4-(5,6,7,8-tetrahydro-1,8-naphthyridin-2-yl)butyl)amino)butanoic acid N1(N=CC=C1)C1=CC(=NC=N1)NC(C(=O)O)CCN(CCCCC1=NC=2NCCCC2C=C1)CC(COC)F